COC(=O)C=1C=2COC(C2C(=C(C1OC)C)OC)=O 1,3-dihydro-5,7-dimethoxy-6-methyl-1-oxo-4-isobenzofurancarboxylic acid methyl ester